CC(CC[C@@H](C(=O)O)NC1=NC=CC=N1)(C)C (S)-5,5-dimethyl-2-(2-pyrimidinylamino)hexanoic acid